tert-butyl-N-(tert-butoxycarbonyl)-1,2-diaminoethane N-(2-aminoethyl)carbamate NCCNC(O)=O.C(C)(C)(C)C(CN)NC(=O)OC(C)(C)C